BrC1=NN(C=C1C1=CC=NC=C1)C 4-(3-bromo-1-methylpyrazol-4-yl)pyridine